(R)-4-(3-fluoro-4-methoxy-phenyl)-indan-1-ylamine FC=1C=C(C=CC1OC)C1=C2CC[C@H](C2=CC=C1)N